tert-butyl 1-(1-hydroxycyclopropyl)-1H-pyrazole-4-carboxylate OC1(CC1)N1N=CC(=C1)C(=O)OC(C)(C)C